methyl-2-benzimidazolecarbamate COC(NC=1NC2=C(N1)C=CC=C2)=O